O=C1NC(CCC1N1C(C2=CC=C(C=C2C1)C=CC(=O)OC(C)(C)C)=O)=O tert-butyl 3-(2-(2,6-dioxopiperidin-3-yl)-1-oxoisoindolin-5-yl)acrylate